6-(2,8-Dimethylimidazo[1,2-a]pyridin-6-yl)-N-methyl-N-(piperidin-4-yl)[1,3]thiazolo[4,5-b]pyrazin-2-amin-Hydrochlorid Cl.CC=1N=C2N(C=C(C=C2C)C=2N=C3C(=NC2)N=C(S3)N(C3CCNCC3)C)C1